C(CCC)NCCC[Si](OC)(OC)OC N-Butylaminopropyltrimethoxysilan